C1(=CC=C(C=C1)NC(=O)C1=C(C(=O)O)C=CC=C1)C1=CC=CC=C1 2-([1,1-biphenyl]-4-yl-carbamyl)benzoic acid